2,6-bis(2-methylnonan-2-yl)phenol CC(C)(CCCCCCC)C1=C(C(=CC=C1)C(C)(CCCCCCC)C)O